2-(3,4-dimethoxy-5-methylsulfanylphenyl)ethanamine COC=1C=C(C=C(C1OC)SC)CCN